CC1=C(C(=CC=C1)C)C1=CC(=NC(=N1)NS(=O)(=O)C=1C=NN(C1)C)OC1=CC=C(C(=O)N(CC)CC)C=C1 4-[6-(2,6-Dimethylphenyl)-2-[(1-methylpyrazol-4-yl)sulfonylamino]pyrimidin-4-yl]oxy-N,N-diethyl-benzamide